N-[4-({[(6S)-2-amino-5,6,7,8-tetrahydro-4-hydroxy-5-methylpteridine-6-yl]methyl}amino)benzoyl]-L-glutamic acid NC1=NC=2NC[C@@H](N(C2C(=N1)O)C)CNC1=CC=C(C(=O)N[C@@H](CCC(=O)O)C(=O)O)C=C1